6-(4-(8-morpholinoquinoxalin-2-yl)-1H-pyrazol-1-yl)hexan-1-amine O1CCN(CC1)C=1C=CC=C2N=CC(=NC12)C=1C=NN(C1)CCCCCCN